(1R,5S)-3-(7-bromo-2,8-difluoroquinazolin-4-yl)-3,8-diazabicyclo[3.2.1]octane BrC1=CC=C2C(=NC(=NC2=C1F)F)N1C[C@H]2CC[C@@H](C1)N2